CC1=C(C=CC=C1N)C1=C(C(=CC=C1)N)C 2,2'-dimethyl-[1,1'-biphenyl]-3,3'-diamine